BrC=1C2=C(N(C(CC1C=O)=O)CC1=CC(=C(C=C1)C)F)C=C(C=C2)Cl 5-Bromo-8-chloro-1-(3-fluoro-4-methylbenzyl)-2-oxo-2,3-dihydro-1H-benzo[b]azepine-4-Formaldehyde